β-Propiolactone C1(CCO1)=O